4-((4-methoxybenzyl)oxy)-6-((2,2,2-trifluoroethyl)amino)pyrazolo[1,5-a]pyridine-3-Carbononitrile COC1=CC=C(COC=2C=3N(C=C(C2)NCC(F)(F)F)N=CC3C#N)C=C1